benzofuranyl-(benzofuran) O1C(=CC2=C1C=CC=C2)C=2OC1=C(C2)C=CC=C1